2-chloro-N-(2-(ethoxymethyl)-5-methylphenyl)acetamide ClCC(=O)NC1=C(C=CC(=C1)C)COCC